methylfluorobutylether CC(CCCOCCCC(C)F)F